CC=1C(=C(C=CC1)Br)C dimethylphenyl bromide